N-(4-((2-amino-3-chloropyridin-4-yl)oxy)-3-fluorophenyl)-1-(tetrahydro-2H-pyran-3-yl)-5-(trifluoromethyl)-1H-pyrazole-4-carboxamide NC1=NC=CC(=C1Cl)OC1=C(C=C(C=C1)NC(=O)C=1C=NN(C1C(F)(F)F)C1COCCC1)F